2,2-dimethyl-5-(4,4,5,5-tetramethyl-1,3,2-dioxaborolan-2-yl)-1,2-dihydroquinoline CC1(NC2=CC=CC(=C2C=C1)B1OC(C(O1)(C)C)(C)C)C